COC1=C(C=CC(=C1)NC(=O)C1(CCCC1)C1=CC=CC=C1)NC(C1=CC(=CC=C1)Br)=O N-(2-methoxy-4-(1-phenylcyclopentane-1-carboxamido)phenyl)-3-bromobenzamide